C[C@@]1([C@@H](CCC1)NC1=NC(=NC=C1[N+](=O)[O-])NC1CCN(CC1)S(=O)(=O)C)O (1R,2R)-1-methyl-2-((2-((1-(methylsulfonyl)piperidin-4-yl)amino)-5-nitropyrimidin-4-yl)amino)cyclopentan-1-ol